1-[5-(difluoromethoxy)-2-fluoro-phenyl]-7-fluoro-3,3-dimethyl-N-(4-methyl-1,1-dioxo-thian-4-yl)-2-oxo-indoline-5-carboxamide FC(OC=1C=CC(=C(C1)N1C(C(C2=CC(=CC(=C12)F)C(=O)NC1(CCS(CC1)(=O)=O)C)(C)C)=O)F)F